2-cyclopentyl-N-methyl-N-(2-oxoethyl)-4-phenoxy-pyrimidine-5-carboxamide C1(CCCC1)C1=NC=C(C(=N1)OC1=CC=CC=C1)C(=O)N(CC=O)C